C(CCCCCCCCCCCCCCCCCCCCCCCCCCC)O.[Zn] zinc octacosyl alcohol